tetrakis(pentafluorophenyl)borate-tolylcumyl-iodonium C1(=C(C=CC=C1)[I+]C(C)(C)C1=CC=CC=C1)C.FC1=C(C(=C(C(=C1[B-](C1=C(C(=C(C(=C1F)F)F)F)F)(C1=C(C(=C(C(=C1F)F)F)F)F)C1=C(C(=C(C(=C1F)F)F)F)F)F)F)F)F